[I-].CN.[Sn+4].[I-].[I-].[I-] tin methylamine iodide